CS(=O)(=O)NC=1C=C(C=CC1O)C(C(F)(F)F)(C(F)(F)F)C1=CC(=C(C=C1)O)NS(=O)(=O)C 2,2-bis(3-(methanesulfonylamino)-4-hydroxyphenyl)hexafluoropropane